(R)-N-[(1S)-1'-(7-bromo-6-methyl-pyrazolo[1,5-a]pyrazin-4-yl)-5-fluoro-spiro[indan-2,4'-piperidin]-1-yl]-2-methyl-propane-2-sulfinamide BrC1=C(N=C(C=2N1N=CC2)N2CCC1(CC2)[C@@H](C2=CC=C(C=C2C1)F)N[S@](=O)C(C)(C)C)C